CC1CCC(=NC1)C1=CC=NC=C1 5-methyl-3,4,5,6-tetrahydro-2,4'-Bipyridine